4-methyl-1-(4-sulfobutyl)pyridinium CC1=CC=[N+](C=C1)CCCCS(=O)(=O)O